ClCC1=NC=C(C=C1C)C1=NN=C(N1COCC[Si](C)(C)C)C(F)(F)F 2-(chloromethyl)-3-methyl-5-(5-(trifluoromethyl)-4-((2-(trimethylsilyl)ethoxy)methyl)-4H-1,2,4-triazol-3-yl)pyridine